C1(=CC=CC=C1)C(=NNC=1C=C(C(=NC1)OC)[N+](=O)[O-])C1=CC=CC=C1 5-(2-(Diphenylmethylene)hydrazino)-2-methoxy-3-nitropyridine